N[C@H](C(=O)O)CCC (S)-2-Aminovaleric acid